C(C1=CC=CC=C1)NC(=O)NC1=CC(=CC(=C1)C)C 1-benzyl-3-(3,5-DIMETHYLPHENYL)urea